3α-acetoxy-4β-fluoro-6α-ethyl-7α-hydroxy-5β-cholanic acid C(C)(=O)O[C@H]1[C@@H]([C@H]2[C@H]([C@H]([C@H]3[C@@H]4CC[C@H]([C@@H](CCC(=O)O)C)[C@]4(CC[C@@H]3[C@]2(CC1)C)C)O)CC)F